L-aspartic acid β-t-butyl ester CC(C)(C)OC(=O)C[C@@H](C(=O)O)N